C12C(CC(C=C1)C2)CN 5-norbornene-2-methylamine